C(C)C1=NC=CC2=C(C=3N(C=4C=CC(=CC4C3C=C21)OC)C)C 1-ethyl-9-methoxy-5,6-dimethyl-6H-pyrido[4,3-b]carbazole